NC1=NC(=C(C=2N1N=C(N2)CC2=NC=CC=C2)C2=CN=NN2CC)C2=C(C#N)C=CC=C2 (5-amino-8-(1-ethyl-1H-1,2,3-triazol-5-yl)-2-(pyridin-2-ylmethyl)-[1,2,4]triazolo[1,5-c]pyrimidin-7-yl)benzonitrile